ClCCCC chlorobutan